(6-(1H-Imidazol-1-yl)-1H-pyrrolo[3,2-b]pyridin-2-yl)(4-(2-(trifluoromethyl)phenyl)piperidin-1-yl)methanone N1(C=NC=C1)C=1C=C2C(=NC1)C=C(N2)C(=O)N2CCC(CC2)C2=C(C=CC=C2)C(F)(F)F